FC(SC1=CC=C(C=C1)O)(F)F 4-((trifluoromethyl)thio)phenol